N-[6-(3-Aminopyrazin-2-yl)-2-methoxy-3-pyridyl]-5-methyl-3-phenyl-isoxazole-4-carboxamide NC=1C(=NC=CN1)C1=CC=C(C(=N1)OC)NC(=O)C=1C(=NOC1C)C1=CC=CC=C1